ClC=1C=NC=C2C(C=CN(C12)C1=C(C=CC=C1Cl)Cl)=O 8-chloro-1-(2,6-dichlorophenyl)-1,6-naphthyridin-4(1H)-one